9,10-di(1,10-phenanthrolin-2-yl)anthracene N1=C(C=CC2=CC=C3C=CC=NC3=C12)C=1C2=CC=CC=C2C(=C2C=CC=CC12)C1=NC2=C3N=CC=CC3=CC=C2C=C1